dimethyl-(3-(pentan-2-yl)-1H-inden-1-yl)silane C[SiH](C1C=C(C2=CC=CC=C12)C(C)CCC)C